3-(((4-(isopropoxy)-2,3,5,6-tetrafluorophenoxy)methyl)thio)-5,5-dimethyl-4,5-dihydroisoxazole C(C)(C)OC1=C(C(=C(OCSC2=NOC(C2)(C)C)C(=C1F)F)F)F